C1(CC1)[C@@H](C)NCC=1N=NC(=CC1)C(F)(F)F (R)-1-cyclopropyl-N-((6-(trifluoromethyl)pyridazin-3-yl)-methyl)ethan-1-amine